CC1=CC(=C(C(N1)=O)CC1=C(C(=O)N)C=C(C=C1)CNCC=CCN1CCOCC1)SC ((6-methyl-4-(methylthio)-2-oxo-1,2-dihydropyridin-3-yl)methyl)-5-((4-morpholinobut-2-enylamino)methyl)benzamide